3,5-dimethoxyisonicotinic acid COC1=C(C(=O)O)C(=CN=C1)OC